ClC(=O)OCC1=CC(=CC(=C1)C)C 3,5-dimethylbenzyl chloroformate